tert-Butyl (R)-3-aminopyrrolidine-1-carboxylate N[C@H]1CN(CC1)C(=O)OC(C)(C)C